C(C)(C)(C)[C@H]1[C@@H](C1)C=1C=2N(N=C(C1)C=1C(NC(NC1)=O)=O)C=CN2 5-(8-((1R,2R)-2-(tert-butyl)cyclopropyl)imidazo[1,2-b]pyridazin-6-yl)pyrimidine-2,4(1H,3H)-dione